(2-chloro-4-(4,4,5,5-tetramethyl-1,3,2-dioxaborolan-2-yl)benzoyl)glycine ClC1=C(C(=O)NCC(=O)O)C=CC(=C1)B1OC(C(O1)(C)C)(C)C